[Tc].O=C1NC(CCC1N1N=C(C2=C(C=CC=C12)CCCCN1CCNCC1)C)=O (1r,4r)-4-(4-(1-(2,6-dioxopiperidin-3-yl)-3-methyl-1H-indazol-4-yl)butyl)piperazine technetium